NC1=C(C2=C(S1)C(=CC=C2C2=C(C=C1C(=NC(=NC1=C2F)OC[C@]21CCCN1C[C@@H](C2)F)NC(C(=O)O)CCC)Cl)F)C#N ((7-(2-amino-3-cyano-7-fluorobenzo[b]thiophen-4-yl)-6-chloro-8-fluoro-2-(((2R,7aS)-2-fluorotetrahydro-1H-pyrrolizin-7a(5H)-yl)methoxy)quinazolin-4-yl)amino)pentanoic acid